[Si](C)(C)(C(C)(C)C)NS(=O)(=O)C1=CC=C(C=C1)[N+](=O)[O-] N-[tert-butyl(dimethyl)silyl]-4-nitro-benzenesulfonamide